6-((2-(Benzyloxy)phenyl)amino)-1-cyclopentyl-3-methyl-1,3-dihydro-2H-imidazo[4,5-c]pyridin-2-one C(C1=CC=CC=C1)OC1=C(C=CC=C1)NC1=CC2=C(C=N1)N(C(N2C2CCCC2)=O)C